5-(3-(Difluoromethoxy)phenyl)-2-methyl-N-(3-(3,3,3-trifluoro-2-hydroxy-2-methylpropyl)-1,2,4-thiadiazol-5-yl)thiophene-3-carboxamide FC(OC=1C=C(C=CC1)C1=CC(=C(S1)C)C(=O)NC1=NC(=NS1)CC(C(F)(F)F)(C)O)F